2-propyl heptyl Ether sulfate S(=O)(=O)(O)O.C(CCCCCC)OC(C)C